FC1=CC2=C(C(=NO2)C2CCN(CC2)CCC(O)C=2C=C3CCN(C3=CC2)C(=O)N(C)C)C=C1 5-(3-(4-(6-fluorobenzo[d]isoxazol-3-yl)piperidin-1-yl)-1-hydroxypropyl)-N,N-dimethylindoline-1-carboxamide